N,N-dibenzylprop-2-yn-1-amine C(C1=CC=CC=C1)N(CC#C)CC1=CC=CC=C1